C1=CC=CC=2C3=CC=CC=C3C(C12)COC(=O)N[C@H](C(=O)O)C(C)C (2S)-2-(9H-fluoren-9-ylmethoxycarbonyl-amino)-3-methyl-butyric acid